ClC1=CC=C(C=C1)S(=O)(=O)CC=1N=C2N(C=C(C=C2)C2=NOC(=N2)C(F)(F)F)C1 3-(2-(((4-chlorophenyl)sulfonyl)methyl)imidazo[1,2-a]pyridin-6-yl)-5-(trifluoromethyl)-1,2,4-oxadiazole